4-chloro-6-(methylthio)quinoline ClC1=CC=NC2=CC=C(C=C12)SC